S(=O)(=O)=CN(C=N)C sulfonyl-N,N-dimethyl-formamidine